O=C1NC(CCC1N1C(C2=CC=C(C(=C2C1=O)F)CN1CCN(CC1)C1=CC=C(C=C1)C(=C(CC)C1=CC=CC=C1)C1=CC=C(C=C1)O)=O)=O 2-(2,6-dioxopiperidin-3-yl)-4-fluoro-5-((4-(4-(1-(4-hydroxyphenyl)-2-phenylbut-1-en-1-yl)phenyl)piperazin-1-yl)methyl)isoindoline-1,3-dione